5-[(Z)-2-(6-aminopyridin-3-yl)-2-fluorovinyl]-6-methylpyridin-3-carboxylic acid ethyl ester C(C)OC(=O)C=1C=NC(=C(C1)\C=C(/F)\C=1C=NC(=CC1)N)C